morpholin-4-ium 4-methoxyphenyl-(morpholino)phosphinodithiolate COC1=CC=C(C=C1)OC(=O)C1SSC=C1PN1CCOCC1.[NH2+]1CCOCC1